C(C)(C)(C)N1[SiH2]N([SiH2]1)C(C)(C)C 1,3-bis(t-butyl)cyclodisilazane